2-methyl-3-(4-(3-(3-methylpyrrolidin-1-yl)propoxy)phenyl)-6-(pentafluorosulfanyl)quinazolin-4(3H)-one CC1=NC2=CC=C(C=C2C(N1C1=CC=C(C=C1)OCCCN1CC(CC1)C)=O)S(F)(F)(F)(F)F